methyl 2-(1-(O-((2-oxabicyclo[2.2.2]octan-4-yl)methyl)-L-threonyl)piperidin-4-yl)benzoate C12OCC(CC1)(CC2)CO[C@@H]([C@H](N)C(=O)N2CCC(CC2)C2=C(C(=O)OC)C=CC=C2)C